COC1=NC=C(C(=N1)OC)C=1C=C(C=2N(N1)C(=CN2)F)[C@@H]2[C@H](C2)C2=CC=C(C=C2)OC(F)(F)F 6-(2,4-dimethoxypyrimidin-5-yl)-3-fluoro-8-((1S,2S)-2-(4-(trifluoromethoxy)phenyl)cyclopropyl)imidazo[1,2-b]pyridazine